OC=1C(=C2C(C([C@](OC2=CC1)(C1=CC=CC=C1)O)(O)O)(O)O)O (2R,3S)-heptahydroxyflavan